C(C)OC(CC)=O.CNS(=O)(=O)C(C(C(C(C(C(F)(F)F)(F)F)(F)F)(F)F)(F)F)(F)F (N-methyl-perfluorohexyl-sulfonamide) ethyl-propionate